4-Tricosenoic acid C(CCC=CCCCCCCCCCCCCCCCCCC)(=O)O